phosphorus tosylate S(=O)(=O)([O-])C1=CC=C(C)C=C1.[P+3].S(=O)(=O)([O-])C1=CC=C(C)C=C1.S(=O)(=O)([O-])C1=CC=C(C)C=C1